6-hydroxy-3-(2-oxo-thiazol-3-yl)-1,6-diazabicyclo[3.2.1]oct-3-en-7-one ON1C2C=C(CN(C1=O)C2)N2C(SC=C2)=O